N[C@@H](C(=O)N)CCCCN D-2,6-diaminohexanamide